dichlorodiphenyl-tin Cl[Sn](C1=CC=CC=C1)(C1=CC=CC=C1)Cl